3-(4-(3-ethynylazetidin-1-yl)phenyl)piperidine-2,6-dione C(#C)C1CN(C1)C1=CC=C(C=C1)C1C(NC(CC1)=O)=O